4-(5-hydroxy-7-(methoxymethoxy)-4-oxo-4H-chromen-3-yl)phenyl 5-((tert-butyldiphenylsilyl)oxy)-2,2-dimethylpentanoate [Si](C1=CC=CC=C1)(C1=CC=CC=C1)(C(C)(C)C)OCCCC(C(=O)OC1=CC=C(C=C1)C1=COC2=CC(=CC(=C2C1=O)O)OCOC)(C)C